FC(C=1N(C(=NN1)[C@@H]1CC[C@H](CC1)OC1=NC=CC=C1)C1=CC=C(C=C1)C)F trans-2-((4-(5-(difluoromethyl)-4-(p-tolyl)-4H-1,2,4-triazol-3-yl)cyclohexyl)oxy)pyridine